3-(aminomethyl)-N-((2-(6-((cis)-2,6-dimethylmorpholino)pyridin-2-yl)-1,6-naphthyridin-7-yl)methyl)-4,5-dimethylbenzamide NCC=1C=C(C(=O)NCC2=NC=C3C=CC(=NC3=C2)C2=NC(=CC=C2)N2C[C@@H](O[C@@H](C2)C)C)C=C(C1C)C